(S)-Benzyl 1-((S)-2-amino-2-cyclohexylacetyl)pyrrolidine-2-carboxylate N[C@H](C(=O)N1[C@@H](CCC1)C(=O)OCC1=CC=CC=C1)C1CCCCC1